3-(methylamino)-6-methyl-4-(methylthio)pyridin-2(1H)-one CNC=1C(NC(=CC1SC)C)=O